Cyclohexyl (2-(methylthio)-5-((triisopropylsilyl)ethynyl)pyrido[2,3-d]pyrimidin-7-yl)carbamate CSC=1N=CC2=C(N1)N=C(C=C2C#C[Si](C(C)C)(C(C)C)C(C)C)NC(OC2CCCCC2)=O